tert-butyl 2-(5-bromo-2H-indazol-2-yl)acetate BrC1=CC2=CN(N=C2C=C1)CC(=O)OC(C)(C)C